2-(5-chloropyridin-3-yl)acetonitrile ClC=1C=C(C=NC1)CC#N